N-(Hexyliminomethyl)morpholin C(CCCCC)N=CN1CCOCC1